NCCC[SiH2]O[Si](C)(C)C 3-aminopropyl-(trismethylsiloxy)silane